24-oxa-14λ6-thia-11,13,18,26,30-pentaazapentacyclo-[23.3.1.115,18.02,10.05,9]triaconta-1(29),2(10),3,5(9),15(30),16,25,27-octaene-12,14,14-trione C1=2C=3C=CC=4CCCC4C3NC(NS(C=3C=CN(CCCCCOC(=NC=C1)C2)N3)(=O)=O)=O